C(=O)C=1C=C(/C=C/C2=CC(CC(C2)(C)C)=C(C#N)C#N)C=CC1O (E)-2-(3-(3-formyl-4-hydroxystyryl)-5,5-dimethylcyclohex-2-ene-1-ylidene)malononitrile